ClC1=C(C=CC(=C1)Cl)C1OC(=C(C1=O)OS(=O)(=O)C1=CC=CC=C1)N 2-(2,4-dichlorophenyl)-4-[[phenylsulfonyl]oxy]-5-amino-3(2H)-furanone